[Mo+4].C(C)(C)(C)[NH2+]C1=CC(=CC(=C1)C)C.C(C)(C)(C)[NH2+]C1=CC(=CC(=C1)C)C.C(C)(C)(C)[NH2+]C1=CC(=CC(=C1)C)C tris(N-t-butyl-3,5-dimethylanilinium) molybdenum